2-{[(S)-3-Methyl-1-piperidyl]methyl}-6-{6-chloro-4-[4-fluoro-2-(4-methyl-4H-1,2,4-triazol-3-yl)phenyl]-2-pyridyl}-4-cyclopropyl-1,6-dihydro-1,6-diaza-7-indenone C[C@@H]1CN(CCC1)CC=1NC=2C(N(C=C(C2C1)C1CC1)C1=NC(=CC(=C1)C1=C(C=C(C=C1)F)C1=NN=CN1C)Cl)=O